(S)-3-butyl-8-hydroxy-3-methyl-7-(methylthio)-5-phenyl-2,3,4,5-tetrahydro-1,5-benzothiazepine 1,1-dioxide C(CCC)[C@@]1(CS(C2=C(N(C1)C1=CC=CC=C1)C=C(C(=C2)O)SC)(=O)=O)C